OCC(=CCC1=C(C(=O)OC)C(=C(C=C1F)F)C\C=C(/CO)\C1=CC=CC=C1)C1=CC=CC=C1 methyl (Z)-2,6-bis(4-hydroxy-3-phenyl-2-buten-1-yl)-3,5-difluorobenzoate